3-((5-([1,1'-biphenyl]-3-yl)-1H-pyrazol-1-yl)methyl)pyridine C1(=CC(=CC=C1)C1=CC=NN1CC=1C=NC=CC1)C1=CC=CC=C1